FC1=C(C=CC(=C1C)C(NC1=NC(=CN=C1)C)=O)C1=NN2C(NC3=C(CC2)C=CC=C3)=C1C(=O)N 2-(2-fluoro-3-methyl-4-((6-methylpyrazin-2-yl)carbamoyl)phenyl)-9,10-dihydro-4H-benzo[d]pyrazolo[1,5-a][1,3]diazepine-3-carboxamide